2-({9-[1-(4-chloro-2-fluorophenyl)ethyl]-1,2,3,4-tetrahydrobenzo[4,5]imidazo[1,2-a]pyrazin-2-yl}methyl)-3-{[(2S)-oxetan-2-yl]methyl}benzo[d]imidazole-5-carboxylic acid ClC1=CC(=C(C=C1)C(C)C1=CC=CC2=C1N=C1N2CCN(C1)CC=1N(C2=C(N1)C=CC(=C2)C(=O)O)C[C@H]2OCC2)F